10,10'-Dihydroxy-9,9'-biphenanthrene OC1=C(C2=CC=CC=C2C=2C=CC=CC12)C=1C2=CC=CC=C2C=2C=CC=CC2C1O